NC=1C(=C(C=C2C=C(N=CC12)NC(=O)N[C@@H](C)C=1C=NN(C1)C)C1=C(C2=C(OCCN2)N=C1)C)F 1-[8-amino-7-fluoro-6-(8-methyl-2,3-dihydro-1H-pyrido[2,3-b][1,4]oxazin-7-yl)-3-isoquinolyl]-3-[(1S)-1-(1-methylpyrazol-4-yl)ethyl]urea